indole-2,6-dicarboxylic acid N1C(=CC2=CC=C(C=C12)C(=O)O)C(=O)O